7,8-dimethoxy-1,3-dihydro-2H-3-benzazepin COC1=CC2=C(CCNC=C2)C=C1OC